2-(3-phenylureido)quinolin C1(=CC=CC=C1)NC(NC1=NC2=CC=CC=C2C=C1)=O